COC(COC1=NC2=CC=CC=C2C(=C1)C)OC 2-(2,2-dimethoxyethoxy)-4-methylquinoline